[N+](=O)([O-])C=1C=C2C=NN(C2=CC1)CCO 2-(5-nitroindazol-1-yl)ethanol